N-[[6,7-dichloro-3-(1H-pyrazol-4-yl)-1H-indol-2-yl]methyl]-1,3,4-thiadiazol-2-amine ClC1=CC=C2C(=C(NC2=C1Cl)CNC=1SC=NN1)C=1C=NNC1